t-butyloxycarbonyl-(4-oxo-4-(4-(5-(trifluoromethyl)pyrimidin-2-yl)piperazin-1-yl)butyl)amide C(C)(C)(C)OC(=O)[N-]CCCC(N1CCN(CC1)C1=NC=C(C=N1)C(F)(F)F)=O